7-(benzyloxy)-4-(2-(tert-butoxy)ethoxy)quinoline C(C1=CC=CC=C1)OC1=CC=C2C(=CC=NC2=C1)OCCOC(C)(C)C